C(C)C(C(=O)OC(C)COC(C)COC(C(CC)CC)=O)CC dipropylene glycol di(2-ethylbutyrate)